[1-(difluoromethyl)-5-triisopropylsilyl-pent-4-ynyl]carbamic acid tert-butyl ester C(C)(C)(C)OC(NC(CCC#C[Si](C(C)C)(C(C)C)C(C)C)C(F)F)=O